[Br-].CC=1N=C(SC1C)N1N([NH2+]C(=N1)C1=CC=CC=C1)C1=CC=CC=C1 (3-(4,5-dimethylthiazol-2-yl))-2,5-diphenyltetrazolium bromide